2-[5-[(3-chloro-4-methoxy-phenyl)methoxy]-1H-pyrazol-3-yl]-1H-benzimidazole ClC=1C=C(C=CC1OC)COC1=CC(=NN1)C1=NC2=C(N1)C=CC=C2